C(C1=CC=CC=C1)OCC\C=C/1\C[C@@H](N(CC1)C(=O)OC(C)(C)C)C tert-butyl (2S,4E)-4-(3-benzyloxypropylidene)-2-methyl-piperidine-1-carboxylate